N-[5-[2-methyl-5-[[(2S)-morpholin-2-yl]methoxy]-4-pyridyl]pyrazolo[1,5-a]pyridin-2-yl]cyclopropanecarboxamide CC1=NC=C(C(=C1)C1=CC=2N(C=C1)N=C(C2)NC(=O)C2CC2)OC[C@@H]2CNCCO2